C1NCCC2=CC(=CC=C12)N1CCC(CC1)C1=CC=C(NN2C(CCCC2=O)=O)C=C1 [4-[1-(1,2,3,4-tetrahydroisoquinolin-6-yl)-4-piperidinyl]anilino]piperidine-2,6-dione